CCCCCCCCCCCCO N-Dodecanol